CN1N=CC(=C1)C#C[C@@H]1CN=C2N1C1=CC=C(C=C1C(N2CC=2C=NN(C2)C)=O)S(=O)(=O)NC2(CC2)C (R)-1-((1-methyl-1H-pyrazol-4-yl)ethynyl)-4-((1-methyl-1H-pyrazol-4-yl)methyl)-N-(1-methylcyclopropyl)-5-oxo-1,2,4,5-tetrahydroimidazo[1,2-a]quinazoline-7-sulfonamide